(1R,4R)-N-(4-(chlorodifluoromethoxy)phenyl)-4-hydroxy-1-methyl-9-(1H-pyrazol-5-yl)-1,2,3,4-tetrahydrobenzo[4,5]imidazo[1,2-a]pyridine-7-carboxamide ClC(OC1=CC=C(C=C1)NC(=O)C=1C=C(C2=C(N=C3N2[C@@H](CC[C@H]3O)C)C1)C1=CC=NN1)(F)F